Trans-2-[3-(trifluoromethoxy)cyclobutoxy]acetic acid tert-butyl ester C(C)(C)(C)OC(CO[C@@H]1C[C@H](C1)OC(F)(F)F)=O